N1N=NN=C1C=1N=NNC1C1=NN=NN1 4,5-bis(5-tetrazolyl)-[1,2,3]triazole